BrC1=CC(=CC=2C3C(CN(C12)C1CN(C2(CCC2)C1)S(=O)(=O)C(C)(C)C)C3)Cl 4-bromo-3-(5-(tert-butylsulfonyl)-5-azaspiro[3.4]octan-7-yl)-6-chloro-1a,2,3,7b-tetrahydro-1H-cyclopropa[c]quinoline